benzyl (2-(2-(2-(2-(((3aR,4R,7R,7aR)-7-acetamido-4-(hydroxyl-methyl)-2,2-dimethyltetrahydro-4H-[1,3]dioxolo[4,5-c]pyran-6-yl)oxy)ethoxy)ethoxy)-ethoxy)ethyl)carbamate C(C)(=O)N[C@@H]1[C@@H]2[C@H]([C@H](OC1OCCOCCOCCOCCNC(OCC1=CC=CC=C1)=O)CO)OC(O2)(C)C